tert-butyl 3-(4-((2-hydroxyethyl)(methyl)amino)pyridin-3-yl)azetidine-1-carboxylate OCCN(C1=C(C=NC=C1)C1CN(C1)C(=O)OC(C)(C)C)C